OCCN1CC2=C(CC1)N=C(S2)C(=O)NC=2C(=C(C=CC2)C2=CC=CC=C2)C 5-(2-Hydroxyethyl)-N-(2-methylbiphenyl-3-yl)-4,5,6,7-tetrahydrothiazolo[5,4-c]pyridin-2-carboxamid